C(C=C)N1N(C2=NC(=NC=C2C1=O)NC1=CC=C(C=C1)N1CCN(CC1)C)C=1C=C2[C@](CCC2=CC1)(C)O |r| racemic-2-allyl-1-(3-hydroxy-3-methyl-2,3-dihydro-1H-inden-5-yl)-6-((4-(4-methylpiperazin-1-yl)phenyl)-amino)-1,2-dihydro-3H-pyrazolo[3,4-d]pyrimidin-3-one